3-(4-methyl-benzenesulfonyl)-4-(4-methoxy-phenyl)-4-vinyl-2-oxazolidinone CC1=CC=C(C=C1)S(=O)(=O)N1C(OCC1(C=C)C1=CC=C(C=C1)OC)=O